(3R,3'R)-((((5-((E)-4-(((((R)-4-(butyryloxy)butan-2-yl)oxy)carbonyl)oxy)styryl)-1,3-phenylene)bis(oxy))bis(carbonyl))bis(oxy))bis(butane-3,1-diyl) dibutyrate C(CCC)(=O)OCC[C@@H](C)OC(=O)OC=1C=C(C=C(C1)\C=C\C1=CC=C(C=C1)OC(=O)O[C@H](C)CCOC(CCC)=O)OC(=O)O[C@@H](CCOC(CCC)=O)C